CC1C2CC(C(N2C1=O)C(=O)O)SCCN The molecule is a beta-lactam that is 7-oxo-1-azabicyclo[3.2.0]heptane-2-carboxylic acid carring additional (2-aminoethyl)sulfanyl and methyl substituents at positions 3 and 6 respectively. An intermediate in the biosynthesis of carbapenem. It has a role as a bacterial metabolite. It is an organic heterobicyclic compound, a beta-lactam, a monocarboxylic acid, an aliphatic sulfide and a primary amino compound.